FC1(CCN(CCC1)C1=C(C(=O)NC2=CC(=CC=C2)S(=O)(=N)C)C(=C(C=N1)C1=C(C=CC=C1)F)C)F 2-(4,4-difluoroazepan-1-yl)-5-(2-fluorophenyl)-4-methyl-N-(3-(S-methylsulfonimidoyl)phenyl)nicotinamide